N-(2-chloro-4-(trifluoromethyl)phenyl)-2-(6-ethyl-7-(4-(5-hydroxy-6-methylpyrimidine-4-carbonyl)piperazin-1-yl)-3-methyl-8-oxo-2-(prop-1-en-1-yl)pyrido[2,3-b]pyrazin-5(8H)-yl)acetamide ClC1=C(C=CC(=C1)C(F)(F)F)NC(CN1C(=C(C(C=2C1=NC(=C(N2)C=CC)C)=O)N2CCN(CC2)C(=O)C2=NC=NC(=C2O)C)CC)=O